NCC1=CC=CC(=N1)C1(CC(C1)N(C)C)N 1-(6-(aminomethyl)pyridin-2-yl)-N3,N3-dimethylcyclobutane-1,3-diamine